C[SiH2]OCCCOCC1=CC=CC2=CC=CC=C12 Methyl-(naphthyl)methoxypropoxysilane